FC1=NC(=C(C=C1N)F)OC 2,5-difluoro-6-methoxy-pyridin-3-amine